(6-bromo-5-methyl-pyridazin-3-yl)-[(3R)-3-piperidinyl]amine BrC1=C(C=C(N=N1)N[C@H]1CNCCC1)C